3,3-dimethyl-4-hydroxy-2-butanone CC(C(C)=O)(CO)C